BrC(CNC1=CC2=C(N=C(S2)N)C(=C1)O[Si](C1=CC=CC=C1)(C1=CC=CC=C1)C(C)(C)C)CC1=C(C=CC=C1)Cl N6-(2-bromo-3-(2-chlorophenyl)propyl)-4-((tert-butyldiphenylsilyl)oxy)benzo[d]thiazole-2,6-diamine